3-methylene-6-(tert-amyl)cyclohex-1-ene C=C1C=CC(CC1)C(C)(C)CC